ClC1=CC=C2C(=CC(=NC2=C1Cl)N1[C@@H](CCC1)COCC(C(=O)O)F)N1C=NC=C1 3-(((S)-1-(7,8-Dichloro-4-(1H-Imidazol-1-Yl)Quinolin-2-Yl)Pyrrolidin-2-Yl)Methoxy)-2-Fluoropropanoic Acid